(2S,4R)-1-[(2S)-2-(4-cyclopropyltriazol-1-yl)-3,3-dimethyl-butanoyl]-N-[2-[2-(dimethylamino)-3-pyridyl]ethyl]-4-hydroxy-pyrrolidine-2-carboxamide C1(CC1)C=1N=NN(C1)[C@H](C(=O)N1[C@@H](C[C@H](C1)O)C(=O)NCCC=1C(=NC=CC1)N(C)C)C(C)(C)C